C1=CC(=CC=2SC3=C(C21)C=C2C=CC=CC2=C3)B(O)O benzo[B]naphtho[2,3-d]thiophen-3-ylboronic acid